OC(=O)C(F)(F)F.C1(=CC=CC=C1)C1=CC=C(C=N1)C1=CC=C(OC2CCN(CC2)C(CC)=O)C=C1 1-{4-[4-(6-Phenyl-pyridin-3-yl)-phenoxy]-piperidin-1-yl}-propan-1-one TFA salt